C(CCCCCCC\C=C\C)O trans-9-undecen-1-ol